C(C)(C)(C)OC(=O)N(N)CC(=C(F)F)C1=CSC=C1 1-(3,3-difluoro-2-(thiophene-3-yl)allyl)hydrazine-1-carboxylic acid tert-butyl ester